3-isopropylsulfonyl-N-[2-[[4-[3-(1,3,4-oxadiazol-2-yl)phenyl]thiazol-2-yl]amino]-2-oxo-ethyl]benzamide C(C)(C)S(=O)(=O)C=1C=C(C(=O)NCC(=O)NC=2SC=C(N2)C2=CC(=CC=C2)C=2OC=NN2)C=CC1